3-(tert-butyl) 2-methyl (1R,2S,5S)-6,6-dimethyl-3-azabicyclo[3.1.0]hexane-2,3-dicarboxylate CC1([C@H]2CN([C@@H]([C@@H]12)C(=O)OC)C(=O)OC(C)(C)C)C